ClC1=C2C(=NC(=C1)C)NC(=C2)C(=O)N[C@@H]2C[Si](CC2)(C)C 4-chloro-N-[(3S)-1,1-dimethylsilacyclopentan-3-yl]-6-methyl-1H-pyrrolo[2,3-b]Pyridine-2-carboxamide